2-(4-isopropylphenyl)-3-methylbutyramide C(C)(C)C1=CC=C(C=C1)C(C(=O)N)C(C)C